2-(8-((2S,5R)-2,5-dimethylpiperazin-1-yl)-7-fluoro-5-methyl-6-oxo-5,6-dihydroimidazo[1,2-b]pyridazin-2-yl)acetonitrile C[C@@H]1N(C[C@H](NC1)C)C=1C=2N(N(C(C1F)=O)C)C=C(N2)CC#N